BrC1=CC=C2C(CC=3C(=NOC3C2=C1)NS(=O)(=O)C1=C(C=CC=C1)OC)(C)C N-(8-bromo-5,5-dimethyl-4,5-dihydronaphtho[2,1-d]isoxazol-3-yl)-2-methoxybenzenesulfonamide